(R)-1-(4-(2-(4-(7-((4-((1-(3-bromophenyl)ethyl)amino)-6-methoxy-2-methyl-quinazolin-7-yl)oxy)heptyl)piperazin-1-yl)-2-oxoethoxy)phenyl)dihydropyrimidine-2,4(1H,3H)-dione BrC=1C=C(C=CC1)[C@@H](C)NC1=NC(=NC2=CC(=C(C=C12)OC)OCCCCCCCN1CCN(CC1)C(COC1=CC=C(C=C1)N1C(NC(CC1)=O)=O)=O)C